NC(C)C=1C=C(C=C2C(N(C(=NC12)N1CCC(CC1)(C)C)C)=O)C 8-(1-aminoethyl)-2-(4,4-dimethylpiperidin-1-yl)-3,6-dimethylquinazolin-4(3H)-one